tetrafluorophenylsulfonate FC=1C(=C(C(=C(C1)S(=O)(=O)[O-])F)F)F